tert-butyl((4-(3-(6-((2S,6R)-2,6-dimethylmorpholino)pyridin-2-yl)cyclobutyl)pyridin-2-yl)methyl)carbamate C(C)(C)(C)OC(NCC1=NC=CC(=C1)C1CC(C1)C1=NC(=CC=C1)N1C[C@@H](O[C@@H](C1)C)C)=O